C(N)(=O)C=1N=CC(=NC1NC1=CC=C(C=C1)S(=O)(=O)C)N1C[C@@H](CCC1)NC(OCC1CCN(CC1)C=1C=C2C(N(C(C2=CC1)=O)C1C(NC(CC1)=O)=O)=O)=O (1-(2-(2,6-dioxopiperidin-3-yl)-1,3-dioxoisoindolin-5-yl)piperidin-4-yl)methyl ((R)-1-(5-carbamoyl-6-((4-(methylsulfonyl)phenyl)amino)pyrazin-2-yl)piperidin-3-yl)carbamate